C1(CC2C(CC1)O2)CC[SiH2]C(OC)OC {2-(3,4-epoxycyclohexyl)ethyl}dimethoxymethylsilane